benzopyran-6-carboxamide O1CC=CC2=C1C=CC(=C2)C(=O)N